2-((methoxy-d3)methyl)-2-methyl-tetrahydro-3H-pyrrolo[3',2':5,6]pyrido[3,4-b]pyrazin-3-one C(OCC1(NC=2C(NC1=O)CNC=1C2C=CN1)C)([2H])([2H])[2H]